N1=CC(=CC=C1)NC(C1=CC=C(C=C1)C(F)(F)F)=O N-(pyridin-3-yl)-4-(trifluoromethyl)benzamide